dioleyl-phosphinic acid C(CCCCCCC\C=C/CCCCCCCC)P(O)(=O)CCCCCCCC\C=C/CCCCCCCC